methyl-Butanoic acid CC(C(=O)O)CC